C(C)(=O)[O-].C(C)(=O)[O-].C(CN)N.[Mg+2] magnesium ethylenediamine diacetate